7-((2s,5r)-5-ethyl-4-(1-(4-fluoro-2-methoxyphenyl)ethyl)-2-methylpiperazin-1-yl)-4-methyl-2,4-dihydro-5H-pyrazolo[4,3-b]pyridin-5-one C(C)[C@H]1N(C[C@@H](N(C1)C=1C=2C(N(C(C1)=O)C)=CNN2)C)C(C)C2=C(C=C(C=C2)F)OC